tert-butyl (2-((4-(1-(methylamino)ethyl)isoquinolin-1-yl)amino)ethyl)carbamate CNC(C)C1=CN=C(C2=CC=CC=C12)NCCNC(OC(C)(C)C)=O